2-(4-nitrophenyl)-1H-benzo[d]imidazole [N+](=O)([O-])C1=CC=C(C=C1)C1=NC2=C(N1)C=CC=C2